BrC1=CC=C(C=C1)C1=CC=C(C=C1)C1=CC(=CC=C1)C1SC2=CC=CC=C2C=C1 2-(4''-bromo-[1,1':4',1''-terphenyl]-3-yl)thiochromene